C(#N)C1=CC(=C(CN(C(=O)C2=CC3=NC(=C4C(=C3N2)COC4)NC(OC(C)(C)C)=O)[C@@H](COC)C)C(=C1)F)F tert-butyl (R)-(2-((4-cyano-2,6-difluorobenzyl)(1-methoxypropan-2-yl)carbamoyl)-6,8-dihydro-1H-furo[3,4-d]pyrrolo[3,2-b]pyridin-5-yl)carbamate